FC1=CC=C(C=C1)C1CCN(C1)C(=O)[O-] 4-(4-fluorophenyl)pyrrolidine-1-carboxylate